Cl.Cl.N1C=NC(=C2C1=NC=C2)N2CCNCC2 1-[1H-pyrrolo[2,3-d]pyrimidin-4-yl]piperazine dihydrochloride